CC1=C(C=CC=C1C)N1CCN(CC1)C(CN1N=C(C2=C1C[C@@H]1[C@H]2C1)C(=O)N1C[C@@H]([C@@H](CC1)O)C)=O 1-[4-(2,3-Dimethylphenyl)piperazin-1-yl]-2-{(3bR,4aR)-3-[(3S,4R)-4-hydroxy-3-methylpiperidin-1-carbonyl]-3b,4,4a,5-tetrahydro-1H-cyclopropa[3,4]cyclopenta[1,2-c]pyrazol-1-yl}ethan-1-on